2-((6-chloro-2,3-dihydrobenzofuran-5-yl)amino)-9-(trans-4-hydroxy-4-methylcyclohexyl)-7-methyl-7,9-dihydro-8H-purin-8-one ClC1=CC2=C(CCO2)C=C1NC1=NC=C2N(C(N(C2=N1)C1CCC(CC1)(C)O)=O)C